The molecule is a fatty acid ester obtained by formal condensation of the carboxy group of (9Z)-hexadecenoic acid with the hydroxy group of 13-hydroxyoctadecanoic acid. It is a fatty acid ester and a monocarboxylic acid. It derives from a palmitoleic acid and a 13-hydroxyoctadecanoic acid. It is a conjugate acid of a 13-[(9Z)-hexadecenoyloxy]octadecanoate. CCCCCC/C=C\\CCCCCCCC(=O)OC(CCCCC)CCCCCCCCCCCC(=O)O